{4-[(4-amino-2-butyl-7-methylthieno[3,2-b]imidazo[4,5-d]pyridin-1-yl)methyl]hexahydropyridin-1-yl}[4-(hydroxymethyl)cyclohexyl]methanone NC1=C2C(=C3C(=N1)C=C(S3)C)N(C(=N2)CCCC)CC2CCN(CC2)C(=O)C2CCC(CC2)CO